COC1=CC=C(C=C1)S(=O)(=O)OC1(OC(=NN1)SCCCOC1=C(OC2=CC(=CC(=C2C1=O)OC)OC)C1=CC(=C(C(=C1)OC)OC)OC)C (methyl 5-((3-((5,7-dimethoxy-4-oxo-2-(3,4,5-trimethoxyphenyl)-4H-chromen-3-yl) oxy) propyl) thio)-1,3,4-oxadiazol-2-yl) 4-methoxybenzenesulfonate